N1C(=CC=C1)C(CC)N1C[C@]2(CCN3N=C(C=C32)C=3C=C(C(=NC3)N)C(F)(F)F)CC1 5-{(3R)-1-[1-(1H-pyrrol-2-yl)propyl]-5',6'-dihydrospiro[pyrrolidine-3,4'-pyrrolo[1,2-b]pyrazol]-2'-yl}-3-(trifluoromethyl)pyridin-2-amine